(4-(tert-butyl)benzyl)-1-(3-cyanophenyl)piperidine-3-carboxamide C(C)(C)(C)C1=CC=C(CC2N(CCCC2C(=O)N)C2=CC(=CC=C2)C#N)C=C1